FC=1C=C(C(=C(C1)NC(=O)N1C[C@@H]([C@H](C1)CC(C)C)O)C)C=1C2=C(N=CN1)NC(=C2)C2=CC=C(C=C2)CN2CCC(CC2)OC2CCNCC2 (3R,4S)-N-(5-fluoro-2-methyl-3-(6-(4-((4-(piperidin-4-yloxy)piperidin-1-yl)methyl)phenyl)-7H-pyrrolo[2,3-d]pyrimidin-4-yl)phenyl)-3-hydroxy-4-isobutylpyrrolidine-1-carboxamide